C(C1=CC=CC=C1)OC(C(C=C)OC(C)(C)C)(C(F)(F)F)C1=NN=C(O1)C1=NC(=C(C=C1N(C(OC(C)(C)C)=O)C(=O)OC(C)(C)C)C(F)(F)F)Br tert-Butyl N-[2-[5-[1-benzyloxy-2-tert-butoxy-1-(trifluoromethyl)but-3-enyl]-1,3,4-oxadiazol-2-yl]-6-bromo-5-(trifluoromethyl)-3-pyridyl]-N-tert-butoxycarbonyl-carbamate